3-(2-amino-9-(4-amino-3-methylbenzyl)-9H-purin-6-yl)-2-fluorobenzonitrile NC1=NC(=C2N=CN(C2=N1)CC1=CC(=C(C=C1)N)C)C=1C(=C(C#N)C=CC1)F